N-((1r,4r)-4-(hydroxymethyl)cyclohexyl)-4-(1H-imidazol-1-yl)picolinamide OCC1CCC(CC1)NC(C1=NC=CC(=C1)N1C=NC=C1)=O